C1=CN=NN=C1N Aminotriazine